(rac)-6-bromo-1-methyl-2-oxo-7-[(oxocyclopent-3-yl)oxy]-4-{4-[2-(pyridin-3-yl)-2H-1,2,3-triazol-4-yl]piperidin-1-yl}-1,2-dihydroquinoline-3-carbonitrile BrC=1C=C2C(=C(C(N(C2=CC1O[C@H]1CC(CC1)=O)C)=O)C#N)N1CCC(CC1)C1=NN(N=C1)C=1C=NC=CC1 |r|